2-[1-(Cyclobutylmeth-yl)-1H-pyrazol-4-yl]-5-[({1-[2-fluoro-4-(trifluoromethoxy)phenyl]cyclopropyl}carbonyl)amino]benzoic acid C1(CCC1)CN1N=CC(=C1)C1=C(C(=O)O)C=C(C=C1)NC(=O)C1(CC1)C1=C(C=C(C=C1)OC(F)(F)F)F